C(C)(C)(C)OC(=O)N1CCN(CC1)C1=CC=C2C(=CN(C2=C1)C)C1C(NC(CC1)=O)=O 4-[3-(2,6-dioxopiperidin-3-yl)-1-methylindol-6-yl]piperazine-1-carboxylic acid tert-butyl ester